FC=1C=C(C=CC1OC(F)(F)F)B(O)O 3-fluoro-4-(trifluoromethoxy)phenylboronic acid